4-benzoyl-2'-O-methylcytidine C(C1=CC=CC=C1)(=O)C1(NC(N([C@H]2[C@H](OC)[C@H](O)[C@@H](CO)O2)C=C1)=O)N